N1(N=CN=C1)CCCCCOC=1C=C2C=CN=C(C2=CC1)NC=1C=NC(=CC1)Cl 6-((5-(1H-1,2,4-triazol-1-yl)pentyl)oxy)-N-(6-chloropyridin-3-yl)isoquinolin-1-amine